(R)-3-((1-(3,3,7-trimethyl-9-oxo-1,2,3,9-tetrahydropyrrolo[2,1-b]quinazolin-5-yl)ethyl)amino)pyrazine-2-carboxylic acid CC1(CCN2C1=NC=1C(=CC(=CC1C2=O)C)[C@@H](C)NC=2C(=NC=CN2)C(=O)O)C